FC1=C(C(=CC=C1)F)C1=CC(=CC2=C1C(=NO2)N2C(N1[C@H](C2)C([C@@H](C1)NS(=O)(=O)CC)(F)F)=O)OC(F)(F)F N-{(6R,7aR)-2-[4-(2,6-difluorophenyl)-6-(trifluoromethoxy)-1,2-benzoxazol-3-yl]-7,7-difluoro-3-oxohexahydro-1H-pyrrolo[1,2-c]imidazol-6-yl}ethanesulfonamide